(r)-2-(2-(2-(3-(6-(8-(benzo[d]thiazol-2-ylcarbamoyl)-3,4-dihydroisoquinolin-2(1h)-yl)-2-(tert-butoxycarbonyl)pyridin-3-yl)-2-methylphenoxy)ethyl)-8-azaspiro[4.5]decan-8-yl)acetic acid S1C(=NC2=C1C=CC=C2)NC(=O)C=2C=CC=C1CCN(CC21)C2=CC=C(C(=N2)C(=O)OC(C)(C)C)C=2C(=C(OCC[C@H]1CC3(CC1)CCN(CC3)CC(=O)O)C=CC2)C